C(C)N(C=1C=C2OC3=CC(C4=C(C3=NC2=CC1)C=CC=C4)=O)CC 9-(Diethylamino)-5H-benzo[a]phenoxazin-5-on